Cl.Cl.N1CC(C1)CC1(CC1)N (azetidin-3-ylmethyl)cyclopropanamine dihydrochloride